CS(=O)(=O)OCOC(=O)N1CCCCC1 (methylsulfonyloxy)methylpiperidine-1-carboxylate